(4-ethoxy-3-fluorophenyl)boronic acid C(C)OC1=C(C=C(C=C1)B(O)O)F